C1(CC1)OC=1C=CC(=C(C1)C1=CC=2C=NN(C(C2CC1)=O)C1=NC=CC=N1)C 6-(5-cyclopropoxy-2-methylphenyl)-2-(pyrimidin-2-yl)-7,8-dihydro-phthalazin-1(2H)-one